(1-((6-chloropyridin-2-yl) oxy) propan-2-yl) carbamate C(N)(OC(COC1=NC(=CC=C1)Cl)C)=O